5-[2-(3-cyclopropylpropyl)-8-fluoro-6-hydroxy-1,2,3,4-tetrahydroisoquinolin-7-yl]-1λ6,2,5-thiadiazolidine-1,1,3-trione C1(CC1)CCCN1CC2=C(C(=C(C=C2CC1)O)N1CC(NS1(=O)=O)=O)F